N-Boc-N-ethyl-glycine C(=O)(OC(C)(C)C)N(CC(=O)O)CC